2-methyl-5-(2-(((3R,4S)-3-methyl-1-((1-methyl-1H-pyrazol-4-yl)sulfonyl)piperidin-4-yl)amino)-5-(trifluoromethyl)pyrimidin-4-yl)thiophene-3-carbonitrile CC=1SC(=CC1C#N)C1=NC(=NC=C1C(F)(F)F)N[C@@H]1[C@@H](CN(CC1)S(=O)(=O)C=1C=NN(C1)C)C